C(CCCCCCCCCCCCCC)C=[NH+][O-] alpha-pentadecyl-nitrone